FC(C(=O)O)(F)F.FC(C(=O)O)(F)F.ClC=1C=C2N=C3C=CC(=CC3=C(C2=CC1)NCCNC=1C2=CC=C(C=C2N=C2C=CC(=CC12)OC)Cl)OCC(C)(C)C N-[6-chloro-2-(2,2-dimethylpropoxy)-9-acridinyl]-N'-(6-chloro-2-methoxy-9-acridinyl)-1,2-ethanediamine bis(trifluoroacetate)